CC=1N(C2=CC=CC=C2C1C(=O)OC)[C@H](C)C1OCC(CO1)=O methyl (R)-2-methyl-1-(1-(5-oxo-1,3-dioxan-2-yl)ethyl)-1H-indole-3-carboxylate